C12C(CCCC1[Si](OCC)(OCC)OCC)O2 6-epoxycyclohexyl-triethoxysilane